1-(2-hydroxyphenyl)-1-(4-hydroxyphenyl)undecaneN OC1=C(C=CC=C1)C(=CCCCCCCCCC)C1=CC=C(C=C1)O